C(C)C1=NC(=NO1)C=1C=C2CC[C@H](C2=CC1)NC(OCCOC)=O 2-methoxyethyl (R)-(5-(5-ethyl-1,2,4-oxadiazol-3-yl)-2,3-dihydro-1H-inden-1-yl)carbamate